CC(CCO)CCCC(C)C 3,7-Dimethyl-1-Octanol